6-Methoxy-2-methyl-N-(4-phenyl-7H-pyrrolo[2,3-d]pyrimidin-2-yl)-1,2,3,4-tetrahydroisoquinolin-7-amine COC=1C=C2CCN(CC2=CC1NC=1N=C(C2=C(N1)NC=C2)C2=CC=CC=C2)C